FC(OC1=NC(=NN2C1=C(C=C2)C=2C=C1N=CC=NC1=CC2)NC2CCC(CC2)(O)C)F (1r,4r)-4-((4-(difluoromethoxy)-5-(quinoxalin-6-yl)pyrrolo[2,1-f][1,2,4]triazin-2-yl)amino)-1-methylcyclohexan-1-ol